C(#N)C=1C(=NN(C1NC(C)C)C1CCCC1)C1=CC=C(C=C1)CNC(C1=C(C=CC=C1)OC)=O N-[[4-[4-cyano-1-cyclopentyl-5-(isopropylamino)pyrazol-3-yl]phenyl]methyl]-2-methoxy-benzamide